ClC1=C(C=CC(=C1)Cl)C=1CCCC2=C(C1C1=CC=C(C=C1)CC1CN(C1)CCCF)C=CC(=C2F)C(=O)O 8-(2,4-dichlorophenyl)-4-fluoro-9-(4-((1-(3-fluoropropyl)azetidin-3-yl)methyl)phenyl)-6,7-dihydro-5H-benzo[7]annulene-3-carboxylic acid